3-[(4-amino-2,2-dioxo-1H-2,1,3-benzothiadiazin-5-yl)oxy]-2,2-dimethyl-N-propyl-propionamide NC1=NS(NC2=C1C(=CC=C2)OCC(C(=O)NCCC)(C)C)(=O)=O